C1=CC(=CC(=C1)Cl)NC(=O)CBr 2-bromo-N-(3-chlorophenyl)acetamide